perfluorohex-2-ene FC(C(=C(C(C(C(F)(F)F)(F)F)(F)F)F)F)(F)F